N1=C(C=CC=C1)C12OCC(C(C1)C1=CC=C(C=C1)C)C(C2)C2=CC=C(C=C2)C 1-pyridin-2-yl-5,8-di-p-tolyl-2-oxa-bicyclo[2.2.2]octane